BrC=1C=C2C(=NN(C2=CC1)[C@@H]1CNCC1)COC1=C(C=CC=C1)CC(=O)OCC (S)-ethyl 2-(2-((5-bromo-1-(pyrrolidin-3-yl)-1H-indazol-3-yl)methoxy)phenyl)acetate